FC=1C(=C2C(=NC(=NN2C1)N[C@H]1[C@@H](CN(CC1)C1COC1)F)OC)C=1C=NC=2N(C1)C(=CN2)C(=O)NC 6-(6-fluoro-2-(((3R,4R)-3-fluoro-1-(oxetan-3-yl)piperidin-4-yl)amino)-4-methoxypyrrolo[2,1-f][1,2,4]triazin-5-yl)-N-methylimidazo[1,2-a]pyrimidine-3-carboxamide